BrC1=NN(C2=NC=C(C=C21)C(=O)[O-])COCC[Si](C)(C)C 3-Bromo-1-((2-(trimethylsilyl) ethoxy) methyl)-1H-pyrazolo[3,4-b]pyridine-5-carboxylate